CN(C/C=C/C(=O)NC1=CC=C(C=C1)C(=O)N1C[C@H](CCC1)NC1=NC=CC(=N1)C=1C(=NN2C1C=CC=C2)C2=CC=CC=C2)C (S,E)-4-(dimethylamino)-N-(4-(3-((4-(2-phenylpyrazolo[1,5-a]pyridin-3-yl)pyrimidin-2-yl)amino)piperidine-1-carbonyl)phenyl)but-2-enamide